BrC1=CC(=NC=C1C(=O)NC=1SC=2C(=NC=C(C2)C2=CC(=NC=C2)C)N1)C 4-bromo-6-methyl-N-(6-(2-methylpyridin-4-yl)thiazolo[4,5-b]pyridin-2-yl)nicotinamide